5-(2,4-Dihydroxybenzyl)pyrimidine-2,4,6(1H,3H,5H)-trione OC1=C(CC2C(NC(NC2=O)=O)=O)C=CC(=C1)O